ClC=1N=CC2=C(N1)NC(=C2)Cl 2,6-dichloro-7H-pyrrolo[2,3-d]pyrimidine